C1(=CC=CC=C1)C=1C2=C(N=CN1)N(C(=C2)[PH2]=O)COCC[Si](C)(C)C (4-phenyl-7-((2-(trimethylsilyl)ethoxy)methyl)-7H-pyrrolo[2,3-d]pyrimidin-6-yl)phosphine oxide